OCC[N+](C)(C)C 2-hydroxyethyltrimethylammonium